C(C)OC1=NC(=CC(=C1C(=O)NCCCC(F)(F)F)C)N1CCOCC1 2-Ethoxy-4-methyl-6-morpholin-4-yl-N-(4,4,4-trifluoro-butyl)-pyridine-3-carboxylic acid amide